(R)-[6-(5-cyclopropyl-4H-1,2,4-triazol-3-yl)-2-azaspiro[3.3]heptan-2-yl]-[6-[[4-(trifluoromethylsulfonimidoyl)phenyl]methyl]-2-azaspiro[3.3]heptan-2-yl]methanone C1(CC1)C=1NC(=NN1)C1CC2(CN(C2)C(=O)N2CC3(C2)CC(C3)CC3=CC=C(C=C3)[S@](=O)(=N)C(F)(F)F)C1